ClC=1C=C2C(=CC1)NC(C21CCN(CC1)CCOC=1C=CC2=C(CCNS2(=O)=O)C1)=O 6-(2-{5-chloro-2-oxo-1,2-dihydrospiro[indole-3,4'-piperidin]-1'-yl}ethoxy)-3,4-dihydro-2H-1λ6,2-benzothiazine-1,1-dione